C1(=CC=C(C=C1)C1=CC(=NC(=N1)C1=CC=CC=C1)C1=C(C=CC=C1)C1=CC=2C3(C4=CC(=CC=C4C2C=C1)C#N)CCCC3)C3=CC=CC=C3 2'-(2-(6-([1,1'-biphenyl]-4-yl)-2-phenylpyrimidin-4-yl)phenyl)spiro[cyclopentane-1,9'-fluorene]-7'-carbonitrile